2-(3-cyclohexylpropyl)-8-hexylanthra[1,2-b:5,6-b']dithiophene C1(CCCCC1)CCCC1=CC2=C(S1)C1=CC=3C=CC4=C(SC(=C4)CCCCCC)C3C=C1C=C2